heptadeca-1,8,15-trien-11,13-diyn C=CCCCCCC=CCC#CC#CC=CC